aminoethylpiperazine C1CN(CCN1)CCN